C(C)OC(=O)C=1N=NN(N1)COCC[Si](C)(C)C ((2-(trimethylsilyl)ethoxy)methyl)-2H-tetrazole-5-carboxylic acid ethyl ester